NCC=1C=C(C=CC1)C1=CC(=CC(=C1)N1CC2(CC1)CCCC2)COC2=C(C=CC=C2)CC(=O)O 2-(2-((3'-(aminomethyl)-5-(2-azaspiro[4.4]nonan-2-yl)-[1,1'-biphenyl]-3-yl)methoxy)phenyl)acetic acid